CC1=C(C#N)C=CC=C1[C@@H](C)NC1=NN=C(C=2C1=CN(C(C2)=O)C2(CC2)C)C (R)-2-methyl-3-(1-((1-methyl-6-(1-methylcyclopropyl)-7-oxo-6,7-dihydropyrido[3,4-d]pyridazin-4-yl)amino)ethyl)benzonitrile